N4,6-dimethyl-N2-[5-(2,3,4,7-tetrahydro-1H-azepin-5-yl)-2,3-dihydro-1,4-benzodioxin-7-yl]pyridine-2,4-diamine CNC1=CC(=NC(=C1)C)NC=1C=C(C2=C(OCCO2)C1)C=1CCCNCC1